C(CCCCCCCCCCCC)OB(O)O n-tridecyl-boric acid